(S)-4-(2-cyclopropylpropan-2-ylamino)-2-(tetrahydro-2H-pyran-3-ylamino)pyrimidine-5-carboxamide C1(CC1)C(C)(C)NC1=NC(=NC=C1C(=O)N)N[C@@H]1COCCC1